2-(3-(toluenesulfonyloxy)propoxy)ethyl acetate C(C)(=O)OCCOCCCOS(=O)(=O)CC1=CC=CC=C1